8-chloro-4-((3-chloro-4-fluorophenyl)amino)-6-(((1-(1-ethylpiperidin-4-yl)-1H-1,2,3-triazol-4-yl)(1-methyl-1H-1,2,3-triazol-4-yl)methyl)amino)quinoline-3-carbonitrile ClC=1C=C(C=C2C(=C(C=NC12)C#N)NC1=CC(=C(C=C1)F)Cl)NC(C=1N=NN(C1)C)C=1N=NN(C1)C1CCN(CC1)CC